Nα-methylthreonine CN[C@@H]([C@H](O)C)C(=O)O